ClC=1C(=C(C=C(C1)O)C1=C(C=C2C(=NC(=NC2=C1F)OC[C@]12CCCN2C[C@@H](C1)F)N1C[C@@](CCC1)(O)C)F)C1CC1 (3R)-1-(7-(3-chloro-2-cyclopropyl-5-hydroxyphenyl)-6,8-difluoro-2-(((2R,7aS)-2-fluorotetrahydro-1H-pyrrolizin-7a(5H)-yl)methoxy)quinazolin-4-yl)-3-methylpiperidin-3-ol